(7-(Diethylamino)-2-oxo-2H-chromen-4-yl)methyl 4-(4-((1S,4S,5S)-2-azabicyclo[2.2.1]heptan-5-yl)phenyl)-7-(4-(trifluoromethyl)phenyl)-2-naphthoate [C@H]12NC[C@H]([C@H](C1)C1=CC=C(C=C1)C1=CC(=CC3=CC(=CC=C13)C1=CC=C(C=C1)C(F)(F)F)C(=O)OCC1=CC(OC3=CC(=CC=C13)N(CC)CC)=O)C2